C(CCCCCCCC)OCN1N=NC2=C1C=CC=C2 1-(nonoxymethyl)benzotriazole